2,2',2''-(10-(1-amino-16-carboxy-13-oxo-3,6,9-trioxa-12-azahexadecan-16-yl)-1,4,7,10-tetraazacyclododecane-1,4,7-triyl)triacetic acid NCCOCCOCCOCCNC(CCC(C(=O)O)N1CCN(CCN(CCN(CC1)CC(=O)O)CC(=O)O)CC(=O)O)=O